(2s,4s)-2-(4-(6-chlorobenzo[d]isoxazol-3-yl)piperidine-1-carbonyl)-7-oxa-5-azaspiro[3.4]octan-6-one ClC1=CC2=C(C(=NO2)C2CCN(CC2)C(=O)C2CC3(C2)NC(OC3)=O)C=C1